OC1=CC=C(C=C1)C=1C=CC2=C(N(N=N2)C2=CC(=C(C(=C2)OC)OC)OC)C1 6-(4-hydroxyphenyl)-1-(3,4,5-trimethoxyphenyl)-1H-benzo[d][1,2,3]triazole